3-(((4-propyl-4H-1,2,4-triazol-3-yl) methyl)amino)benzoate C(CC)N1C(=NN=C1)CNC=1C=C(C(=O)[O-])C=CC1